aniline hemihydrate O.NC1=CC=CC=C1.NC1=CC=CC=C1